2-((1,1-dioxido-2,3-dihydrothiophen-3-yl)carbamoyl)-5-(piperidin-1-yl)pyridine 1-oxide O=S1(CC(C=C1)NC(=O)C1=[N+](C=C(C=C1)N1CCCCC1)[O-])=O